ethyl 2-diazo-2-diethoxyphosphoryl-acetate [N+](=[N-])=C(C(=O)OCC)P(=O)(OCC)OCC